(S)-7-isopropyl-4,8-dimethyl-2-((1-(3,4,5-trifluorobenzoyl)azetidin-3-yl)amino)-7,8-dihydropteridin-6(5H)-one C(C)(C)[C@H]1C(NC=2C(=NC(=NC2N1C)NC1CN(C1)C(C1=CC(=C(C(=C1)F)F)F)=O)C)=O